ClC1=CC(=C(C=C1Cl)C(NC(C)=O)C=1C=NC(=CC1)O)O N-[(4,5-dichloro-2-hydroxyphenyl)(6-hydroxypyridin-3-yl)methyl]acetamide